4,8-dimethyl-2,7-nonadien-4-ol CC(C=CC)(CCC=C(C)C)O